(R)-1-(1-(4-(3,3-difluoropyrrolidin-1-yl)phenyl)-2-hydroxyethyl)-3-(2-ethynyl-thiazol-4-yl)urea FC1(CN(CC1)C1=CC=C(C=C1)[C@H](CO)NC(=O)NC=1N=C(SC1)C#C)F